COC=1C=C(OC2=NC=CC=C2C2=NC(=NC=C2)N)C=C(C1)N1N=CC=C1 4-(2-(3-methoxy-5-(1H-pyrazol-1-yl)phenoxy)pyridin-3-yl)pyrimidin-2-amine